CN(CCC1=CC(=NN1C1=NC(=NC(=C1)N1CCOCC1)OCCC=1C=NN(C1)C)C1=CC=CC=C1)C N,N-dimethyl-2-(1-(2-(2-(1-methyl-1H-pyrazol-4-yl)ethoxy)-6-morpholinopyrimidin-4-yl)-3-phenyl-1H-pyrazol-5-yl)ethan-1-amine